N1N=NC=C1C1=CC=C(CCNC(=O)C2=CC3=C(S(C4=C(C(N3)=O)C=CC=C4)(=O)=O)C=C2)C=C1 N-(4-(1H-1,2,3-triazol-5-yl)phenethyl)-11-oxo-10,11-dihydrodibenzo[b,f][1,4]thiazepine-8-carboxamide 5,5-dioxide